dinormal hexyl phthalate C(C=1C(C(=O)OCCCCCC)=CC=CC1)(=O)OCCCCCC